2-(3-bromo-1-ethyl-7-oxo-1,7-dihydro-6H-pyrazolo[4,3-d]pyrimidin-6-yl)-N-(3-fluoro-4-methoxyphenyl)acetamide BrC1=NN(C2=C1N=CN(C2=O)CC(=O)NC2=CC(=C(C=C2)OC)F)CC